N-(4-(2-(2-aminopyridin-3-yl)-5-phenyl-3H-imidazo[4,5-b]pyridin-3-yl)benzyl)-4-cyanonicotinamide NC1=NC=CC=C1C1=NC=2C(=NC(=CC2)C2=CC=CC=C2)N1C1=CC=C(CNC(C2=CN=CC=C2C#N)=O)C=C1